N-((1-methyl-1H-indazol-5-yl)methyl)-N-((1-pyridin-3-yl)methyl)ethan-1-amine oxide CN1N=CC2=CC(=CC=C12)C[N+](CC)(CC=1C=NC=CC1)[O-]